CC(C#CC=1C(=C(C#N)C=CC1)F)(C)C 3-(3,3-Dimethylbut-1-yn-1-yl)-2-fluorobenzonitrile